(5-amino-2'-(4-methyl-4H-1,2,4-triazol-3-yl)-[1,1'-biphenyl]-3-yl)methanol NC=1C=C(C=C(C1)C1=C(C=CC=C1)C1=NN=CN1C)CO